FC=1C=C2C(C(=CN(C2=CC1N1[C@H](CCC1)COC1=NC=CC=C1)C1=C(C=C(C=C1)O)F)C(=O)O)=O (R)-6-fluoro-1-(2-fluoro-4-hydroxy-phenyl)-4-oxo-7-(2-((pyridin-2-yloxy)methyl)pyrrolidin-1-yl)-1,4-dihydro-quinoline-3-carboxylic acid